C(C)(C)(C)OC(NC(C)(CCC1CCC(CC1)O)C)=O (4-((1s,4r)-4-hydroxycyclohexyl)-2-methylbutan-2-yl)carbamic acid tert-butyl ester